tert-butyl 3-((8-(benzyl(tert-butoxycarbonyl) amino)-3-isopropylimidazo[1,2-a]pyrazin-6-yl)thio)piperidine-1-carboxylate C(C1=CC=CC=C1)N(C=1C=2N(C=C(N1)SC1CN(CCC1)C(=O)OC(C)(C)C)C(=CN2)C(C)C)C(=O)OC(C)(C)C